6-Acetamido-6-deoxy-N-acetylmannosamine C(C)(=O)NC[C@@H]1[C@H]([C@@H]([C@@H](C(O)O1)NC(C)=O)O)O